Methyl (R*)-4-(4-(3-amino-6-chloropyridazin-4-yl)morpholin-2-yl)-2,5-dimethylbenzoate NC=1N=NC(=CC1N1C[C@H](OCC1)C1=CC(=C(C(=O)OC)C=C1C)C)Cl |o1:9|